1-(2,6-difluorophenyl)-5-methyl-N-(quinolin-2-yl)-1H-pyrazole-4-carboxamide FC1=C(C(=CC=C1)F)N1N=CC(=C1C)C(=O)NC1=NC2=CC=CC=C2C=C1